C(C)NS(=O)(=O)N1CCC(CC1)NC(OCC1=CC=CC=C1)=O Benzyl (1-(N-ethylsulfamoyl)piperidin-4-yl)carbamate